7-(4-amino-2-fluorophenoxy)-1-isopropyl-1,3-dihydro-2H-imidazo[4,5-b]pyridin-2-one NC1=CC(=C(OC2=C3C(=NC=C2)NC(N3C(C)C)=O)C=C1)F